4-hydroxy-2-[(4-methoxyphenyl)methyl]pyrrolidin-3-yl 1,1-difluorospiro[2.3]hexane-5-carboxylate FC1(CC12CC(C2)C(=O)OC2C(NCC2O)CC2=CC=C(C=C2)OC)F